CN1CCN(CC1)C1CCN(CC1)C1=NC2=CC(=CC=C2N=C1)[N+](=O)[O-] (4-(4-methylpiperazin-1-yl)piperidin-1-yl)-7-nitroquinoxaline